tert-Butyl 4-[1-[4-[(1S)-1-[(2,2,2-trifluoroacetyl)amino]ethyl]phenyl] propyl]piperazine-1-carboxylate FC(C(=O)N[C@@H](C)C1=CC=C(C=C1)C(CC)N1CCN(CC1)C(=O)OC(C)(C)C)(F)F